5-((3-Chloro-2-fluoropyridin-4-yl)amino)-3-(3-hydroxy-3-methylbutyl)-1-methyl-1,3-dihydro-2H-benzo[d]imidazol-2-on ClC=1C(=NC=CC1NC1=CC2=C(N(C(N2CCC(C)(C)O)=O)C)C=C1)F